1-((oxiran-2-yl)methyl)-8-nitro-2,3-dihydroimidazo[1,2-a]pyridine-5(1H)-thione O1C(C1)CN1CCN2C1=C(C=CC2=S)[N+](=O)[O-]